FC1=C(C=CC(=C1)[N+](=O)[O-])C=1OC=CN1 2-(2-fluoro-4-nitrophenyl)oxazole